ClC=1C(NN=CC1N1CC=2N(CC1)C(=CN2)C(C2=C(C=CC(=C2)F)C(F)(F)F)=O)=O 4-chloro-5-(3-(5-fluoro-2-(trifluoromethyl)benzoyl)-5,6-dihydroimidazo[1,2-a]pyrazine-7(8H)-yl)pyridazin-3(2H)-one